(S)-6,7-dichloro-1-methyl-2,3-dihydro-1H-pyrrolo[3,4-c]quinolin-8-ol hydrogen bromide salt Br.ClC1=C(C(=CC=2C3=C(C=NC12)CN[C@H]3C)O)Cl